C(=O)C1CC(C1)C(=O)N([C@H](C(=O)OC(C)(C)C)C(C)C)C tert-butyl (2S)-2-[(3-formylcyclobutanecarbonyl)-methyl-amino]-3-methyl-butanoate